C1(CC=CC1)OC=1C=C2CCC(=C(C2=CC1)C)CN1CC(C1)C(=O)O 1-{[6-(3-Cyclopenten-1-yloxy)-1-methyl-3,4-dihydro-2-naphthalenyl]methyl}-3-azetidinecarboxylic acid